[1,3]Benzothiazole-6-sulfonamide S1C=NC2=C1C=C(C=C2)S(=O)(=O)N